sodium 3-bromopropane-1-sulfonate BrCCCS(=O)(=O)[O-].[Na+]